2-(4-hydroxy-3-isopropyl-6-oxopyridazin-1(6H)-yl)acetate OC=1C(=NN(C(C1)=O)CC(=O)[O-])C(C)C